C(CCC)(=O)OC=1OC2=C(C1C)C=C(C=C2)Br methyl-(5-bromobenzofuran-2-yl) butanoate